N-(5-((6-chloro-3H-spiro[furo[3,2-c]pyridin-2,3'-pyrrolidin]-1'-yl)methyl)-4-fluorothiazol-2-yl)acetamide Calcium decanoat C(CCCCCCCCC)(=O)[O-].[Ca+2].ClC1=CC2=C(C=N1)CC1(CN(CC1)CC1=C(N=C(S1)NC(C)=O)F)O2.C(CCCCCCCCC)(=O)[O-]